ClC1=C(C=C(C=C1)C1=C(C2=C(CCC1)C=C(C=C2)C(=O)O)C2=CC=C(C=C2)O[C@@H]2CN(CC2)CCCF)F 6-(4-chloro-3-fluoro-phenyl)-5-[4-[(3S)-1-(3-fluoropropyl)pyrrolidin-3-yl]oxyphenyl]-8,9-dihydro-7H-benzo[7]annulene-2-carboxylic acid